2-(((1R)-1-(2-cyano-7-methyl-3-(methyl(1-methyl-2,3-dihydro-1H-inden-2-yl)amino)quinoxalin-5-yl)-ethyl)amino)benzoic acid C(#N)C1=NC2=CC(=CC(=C2N=C1N(C1C(C2=CC=CC=C2C1)C)C)[C@@H](C)NC1=C(C(=O)O)C=CC=C1)C